C(C1=CC=CC=C1)N(C(=O)COC(C)=O)CC=O Acetic Acid [Benzyl-(2-oxo-ethyl)Carbamoyl]-Methyl Ester